FC=1C=C2C=CN=CC2=C(C1F)C(=O)OC methyl 6,7-difluoroisoquinoline-8-carboxylate